FC(C=1C=C2C(=NC1)NC(=N2)C2(CCC2)C=2N=C1CCCN(C1=CC2)C(=O)OCC)(F)F ethyl 6-{1-[6-(trifluoromethyl)-3H-imidazo[4,5-b]pyridin-2-yl]cyclobutyl}-3,4-dihydro-1,5-naphthyridine-1(2H)-carboxylate